(+)-zinc lactate dihydrate O.O.C(C(O)C)(=O)[O-].[Zn+2].C(C(O)C)(=O)[O-]